NC1=NC(N(C=C1)[C@@H]1O[C@@H]([C@H]([C@H]1OCC#C)O)CO)=O 4-amino-1-((2r,3r,4r,5r)-4-hydroxy-5-(hydroxymethyl)-3-(prop-2-yn-1-yloxy)tetrahydrofuran-2-yl)pyrimidin-2(1H)-one